(R)-2-((1-(methylsulfonyl)pyrrolidin-3-yl)amino)acetonitrile CS(=O)(=O)N1C[C@@H](CC1)NCC#N